N-benzyl-N-(4-benzyloxy-6-chloro-2-methyl-3-pyridyl)methanesulfonamide C(C1=CC=CC=C1)N(S(=O)(=O)C)C=1C(=NC(=CC1OCC1=CC=CC=C1)Cl)C